7,8,9,10-tetrahydro-6H-pyrazino[2,1-c]Pyrido[3,4-f][1,4]Oxazepine-12(6aH)-carboxylic acid tert-butyl ester C(C)(C)(C)OC(=O)C1N2C(COC3=C1C=NC=C3)CNCC2